(R)-8-(5-(1H-Indazol-7-yl)pyridin-2-yl)-9-oxooctahydro-2H-pyrazino[1,2-a]pyrazin N1N=CC2=CC=CC(=C12)C=1C=CC(=NC1)N1C([C@@H]2N(CCNC2)CC1)=O